(R)-N-(6-cyano-2,3-dihydrofuro[3,2-b]pyridin-3-yl)-2-(6-fluoro-5-methyl-2,4-dioxo-1,4-dihydroquinazolin-3(2H)-yl)acetamide C(#N)C=1C=C2C(=NC1)[C@H](CO2)NC(CN2C(NC1=CC=C(C(=C1C2=O)C)F)=O)=O